COC1=NC=CC=C1C=1C=NN2C1N=C(C=C2)N2C=NC(=C2)CO (1-(3-(2-methoxypyridin-3-yl)pyrazolo[1,5-a]pyrimidin-5-yl)-1H-imidazol-4-yl)methanol